hexacosyl-dimethyl-ammonium bromide [Br-].C(CCCCCCCCCCCCCCCCCCCCCCCCC)[NH+](C)C